C(=O)(O)COCC(=O)C1=CC=C(C(C(CNCCN)CNCCN)N)C=C1 6-{p-[(carboxymethoxy)acetyl]-aminobenzyl}-1,4,8,11-tetraazaundecane